C12(CC(C1)C2)N bicyclo[1.1.1]-pentan-1-amine